2-(4-(4-Aminocyclohexylmethyl)piperazin-1-yl)-6-(trifluoromethyl)-8-nitro-benzothiopyran-4-one NC1CCC(CC1)CN1CCN(CC1)C=1SC2=C(C(C1)=O)C=C(C=C2[N+](=O)[O-])C(F)(F)F